ON=C(N)C1(CC1)C(F)(F)F N'-hydroxy-1-(trifluoromethyl)cyclopropane-1-formamidine